methyl (6-chloro-4-methyl-3-oxo-3,4-dihydro-2H-spiro[isoquinoline-1,3'-oxetan]-4-yl)acetate ClC=1C=C2C(C(NC3(COC3)C2=CC1)=O)(C)CC(=O)OC